C(C)(C)(C)OC(=O)N[C@H](C(=O)O)CNC(CC1=CC=C(C=C1)OCC1=CC=CC2=CC=CC=C12)=O (S)-2-((tert-butoxycarbonyl)amino)-3-(2-(4-(naphthalen-1-ylmethoxy)phenyl)acetamido)-propanoic acid